(2R,3R)-2,3-Dihydro-3,5,7-trihydroxy-2-(4-hydroxyphenyl)-4H-1-benzopyran O[C@H]1[C@H](OC2=C(C1)C(=CC(=C2)O)O)C2=CC=C(C=C2)O